4-[5-chloro-4-[(3-fluorotetrahydropyran-3-yl)methylamino]-6-oxo-pyridazin-1-yl]-N-(5-cyano-2-pyridyl)-N-(difluoromethyl)piperidine-1-sulfonamide ClC1=C(C=NN(C1=O)C1CCN(CC1)S(=O)(=O)N(C(F)F)C1=NC=C(C=C1)C#N)NCC1(COCCC1)F